BrC1=CC2=C(N(C(O2)=O)C2CCC2)C=C1OC 6-bromo-3-cyclobutyl-5-methoxybenzo[d]oxazol-2(3H)-one